C(#N)CCC(=O)N1CC(C(=CC1)C1=C2C(=NC(=C1)NC(=O)C1CC1)NC=C2)(C)C N-(4-(1-(3-cyanopropionyl)-3,3-dimethyl-1,2,3,6-tetrahydropyridin-4-yl)-1H-pyrrolo[2,3-b]pyridin-6-yl)cyclopropylcarboxamide